CC1N(CCCC1)C1=NNC=C1NC(=O)C=1C=NN2C1N=CC=C2 N-(3-(2-methylpiperidin-1-yl)-1H-pyrazol-4-yl)pyrazolo[1,5-a]pyrimidine-3-carboxamide